Cl.N[C@@H](CCC(=O)O)C(=O)O l-glutamic acid, hydrochloride